S(=O)(=O)(O)C(C(=O)OCC(CCCC)CC)CC(=O)OCC(CCCC)CC.[Na] sodium 1,4-di(2-ethylhexyl) sulfosuccinate